2-ethyl-4,5-dimethyl-oxazole C(C)C=1OC(=C(N1)C)C